5-Methoxyisatin COC=1C=C2C(C(NC2=CC1)=O)=O